5-fluoro-2-(3-methylpiperidin-1-yl)aniline hydrochloride Cl.FC=1C=CC(=C(N)C1)N1CC(CCC1)C